4-((2-bromo-6-fluorobenzyl)amino)-2-((1-ethyl-1H-pyrazol-4-yl)amino)pyrimidin-5-carboxamide BrC1=C(CNC2=NC(=NC=C2C(=O)N)NC=2C=NN(C2)CC)C(=CC=C1)F